OC12CC3(CC(CC(C1)(C3)O)C2)NC=2C=C(C=3N(N2)C(=CN3)C#N)NC3=NC(=CC=C3)C(F)(F)F 6-[(3,5-Dihydroxyadamantan-1-yl)amino]-8-{[6-(trifluoromethyl)pyridin-2-yl]amino}imidazo[1,2-b]pyridazin-3-carbonitril